oxazin-6(2H)-carboxylate O1NC=CC=C1C(=O)[O-]